(+/-)-N-(4-chlorophenyl)-2-(trans-4-((2-(trifluoromethyl)pyridin-4-yl)oxy)cyclohexyl)propenamide ClC1=CC=C(C=C1)NC(C(=C)[C@@H]1CC[C@H](CC1)OC1=CC(=NC=C1)C(F)(F)F)=O |r|